2-(naphthalene-2-yl)imidazo[1,2-a]pyridine C1=C(C=CC2=CC=CC=C12)C=1N=C2N(C=CC=C2)C1